N-((6S,7S)-5-((R)-oxetane-2-carbonyl)-6-((2,3',5'-trifluoro-[1,1'-biphenyl]-3-yl)methyl)-5-azaspiro[2.4]heptan-7-yl)-1-fluoroethylsulfonamide O1[C@H](CC1)C(=O)N1CC2(CC2)[C@@H]([C@@H]1CC=1C(=C(C=CC1)C1=CC(=CC(=C1)F)F)F)NS(=O)(=O)C(C)F